2-(ethoxymethyl)-N-[3-fluoro-4-[(7-methoxy-1,5-naphthyridin-4-yl)oxy]phenyl]-5-(4-fluoro-2-methylphenyl)-4-hydroxy-6-methylpyridine-3-carboxamide C(C)OCC1=NC(=C(C(=C1C(=O)NC1=CC(=C(C=C1)OC1=CC=NC2=CC(=CN=C12)OC)F)O)C1=C(C=C(C=C1)F)C)C